N1C=CC2=CC(=CC=C12)N (E)-1H-indol-5-amine